(S)-4-(4,4-difluoro-2-methylpyrrolidine-1-carbonyl)-N-(2-hydroxy-2-methylpropyl)-5-(6-((3,3,3-trifluoro-2,2-dimethylpropyl)amino)-4-(trifluoromethyl)pyridin-3-yl)thiazole-2-carboxamide FC1(C[C@@H](N(C1)C(=O)C=1N=C(SC1C=1C=NC(=CC1C(F)(F)F)NCC(C(F)(F)F)(C)C)C(=O)NCC(C)(C)O)C)F